CC(C)(C)C1=C2C=CC(=NC2=C(C=C1)O)C 5-(1,1-dimethylethyl)-2-methyl-8-hydroxyquinoline